[Si](C)(C)(C(C)(C)C)N=S(=O)(N)C1=NN(C(=C1)C(C)(C)O)C1=CC=CC=C1 N'-(tert-butyldimethylsilyl)-5-(2-hydroxypropan-2-yl)-1-phenyl-1H-pyrazole-3-sulfonimidamide